ClC1=CC=C(C=C1)C1=CC(=NC(=N1)C=1C=NC=CC1)N1CCN(CC1)C(C(C(C)O)O)=O (4-(6-(4-chlorophenyl)-2-(pyridin-3-yl)pyrimidin-4-yl)piperazin-1-yl)-2,3-dihydroxybutan-1-one